NC1C(NC2=CC=CC=C2C1)=O 3-amino-3,4-dihydroquinolin-2(1H)-one